C12CN(CC2C1)C1=NC2=C(C=C(C=C2C(N1C)=O)CC)C(C)NC1=C(C(=O)O)C=CC=C1 2-((1-(2-(3-azabicyclo[3.1.0]hexan-3-yl)-6-ethyl-3-methyl-4-oxo-3,4-dihydroquinazolin-8-yl)ethyl)amino)benzoic acid